ClC1=NC(=C(C=2N=C(N=C(C21)N2[C@@H](COCCC2)CN(C(OC(C)(C)C)=O)C)SC)F)Cl tert-butyl (R)-((4-(5,7-dichloro-8-fluoro-2-(methylthio)pyrido[4,3-d]pyrimidin-4-yl)-1,4-oxazepan-3-yl)methyl)(methyl)carbamate